6-(7,8-dihydro-5H-1,6-naphthyridin-6-yl)-5-methyl-N-(3-quinolylmethyl)pyridine-3-carboxamide N1=CC=CC=2CN(CCC12)C1=C(C=C(C=N1)C(=O)NCC=1C=NC2=CC=CC=C2C1)C